ClC1=CC(=C(C=C1C#N)NS(=O)(=O)C=1C=C(C(=O)O)C=CC1C1CC1)O[C@@H]1C[C@H](CC1)O 3-(N-(4-chloro-5-cyano-2-((trans-3-hydroxycyclopentyl)oxy)phenyl)sulfamoyl)-4-cyclopropylbenzoic acid